C(C)(C)(C)OC(=O)N1CCC(CC1)OC1=NC(=NC=C1F)Cl 4-((2-chloro-5-fluoropyrimidin-4-yl)oxy)piperidine-1-carboxylic acid tert-butyl ester